(5,6-difluoro-1-methyl-1H-benzo[D]imidazol-2-yl)methylamine FC1=CC2=C(N(C(=N2)CN)C)C=C1F